tert-butyldimethylsilyl-[(4-pentyl-3-nonen-1-yl)oxy]silane [Si](C)(C)(C(C)(C)C)[SiH2]OCCC=C(CCCCC)CCCCC